8-(2,4-dimethoxyphenyl)-2-[(4-{[2-(dimethylamino)ethyl](methyl)amino}phenyl)amino]-5-ethenylpyrido[2,3-d]pyrimidin-7-one COC1=C(C=CC(=C1)OC)N1C(C=C(C2=C1N=C(N=C2)NC2=CC=C(C=C2)N(C)CCN(C)C)C=C)=O